CC1([C@H]([C@@H]1C1=NC(=NO1)CC(F)(F)F)C1=CC=C(C=C1)S(=O)(=O)N)C 4-{(1S,3S)-2,2-dimethyl-3-[3-(2,2,2-trifluoroethyl)-1,2,4-oxadiazol-5-yl]cyclopropyl}benzenesulfonamide